2-Methyl-6-[2-(piperazin-1-yl)[1,3]thiazolo[4,5-b]pyrazin-6-yl]imidazo[1,2-a]pyridin-8-carbonitril CC=1N=C2N(C=C(C=C2C#N)C=2N=C3C(=NC2)N=C(S3)N3CCNCC3)C1